(1R,4R)-N1-(5-chloro-4-(5-(cyclopropyl-methyl)-1-isopropyl-1H-pyrazol-4-yl)pyrimidin-2-yl)cyclohexane-1,4-diamine ClC=1C(=NC(=NC1)NC1CCC(CC1)N)C=1C=NN(C1CC1CC1)C(C)C